C(O)(O)=O.N(CCO)CCO diethanolamine carbonate